6-[[5-(trifluoromethyl)-1H-pyrazol-3-yl]methylene]-2-azaspiro[3.3]heptane-2-carboxylic acid tert-butyl ester C(C)(C)(C)OC(=O)N1CC2(C1)CC(C2)=CC2=NNC(=C2)C(F)(F)F